5-Bromo-2,7-dimethylbenzo[d]oxazol-4-amine BrC1=CC(=C2C(N=C(O2)C)=C1N)C